2-(oxetan-3-ylidene)acetonitrile O1CC(C1)=CC#N